CC1=CC=C(C=C1)S(=O)(=O)O.C(C1=CC=CC=C1)NCC(=O)O[C@@H]1COCC[C@H]1NC1=NC=C(C(=N1)C=1C=C2C(=CC=NC2=CC1)C(C)C)F (3S,4R)-4-((5-fluoro-4-(4-isopropylquinolin-6-yl)pyrimidin-2-yl)amino)tetrahydro-2H-pyran-3-ol benzyl-glycinate p-toluenesulfonate salt